4-(diethylamino)butan-1-amine C(C)N(CCCCN)CC